NC1=C(NC(C2=CC=CC=C2)=O)C=CC=C1 2'-aminobenzanilide